NC1=CC(=C(C=C1OC)N1CCC(CC1)=O)CC 1-(4-Amino-2-ethyl-5-methoxyphenyl)piperidin-4-one